FC=1C(=NC=C(C1)I)N 3-Fluoro-5-iodopyridin-2-amine